FC(OC=1C=NC(=NC1)N[C@@H]1C[C@H](CC1)NC=1N=CC(=NC1)N1C(C=CC=C1)=O)F 1-(5-(((1S,3S)-3-((5-(difluoromethoxy)pyrimidin-2-yl)amino)cyclopentyl)amino)pyrazin-2-yl)pyridin-2(1H)-one